BrC=1C(=C2C=3C(=NC(=NC3C1F)SC)N([C@@H](C(CO2)C)C)C)Cl (5R)-10-bromo-9-chloro-11-fluoro-4,5,6-trimethyl-2-(methylthio)-4,5,6,7-tetrahydro-[1,5]oxazocino[4,3,2-de]quinazoline